2-(((3aR,4R,6R,6as)-6-(2-chloro-4-(methylamino)-7H-pyrrolo[2,3-d]pyrimidin-7-yl)-2,2-dimethyltetrahydro-4H-cyclopenta[d][1,3]dioxol-4-yl)methyl)isoindoline-1,3-dione ClC=1N=C(C2=C(N1)N(C=C2)[C@@H]2C[C@@H]([C@@H]1[C@H]2OC(O1)(C)C)CN1C(C2=CC=CC=C2C1=O)=O)NC